C1(=CC=CC=C1)C1=NC(=NC(=N1)C1=CC=CC=C1)C=1C=C(C=C(C1)N1C2=CC=CC=C2C=2C=C(C=CC12)C=1C=C(C=CC1)C)N1C2=CC=CC=C2C=2C=C(C=CC12)C=1C=C(C=CC1)C 9,9'-(5-(4,6-diphenyl-1,3,5-triazin-2-yl)-1,3-phenylene)bis(3-(m-tolyl)-9H-carbazole)